ClC=1C(=CC=2C(N1)=CN(N2)C)C 5-chloro-2,6-dimethyl-2H-pyrazolo[4,3-b]pyridine